C(C)(C)OC1=NC=CC(=C1)C=1NC2=CC=CC=C2C1 2-(2-isopropoxypyridin-4-yl)-1H-indole